Cl.NC1CCN(CC1)C1=C(C#N)C(=C(C=N1)C1=CC(=C(C=C1)C)O)C1=CC(=C(C=C1)C#N)F 2-(4-aminopiperidin-1-yl)-4-(4-cyano-3-fluorophenyl)-5-(3-hydroxy-4-methylphenyl)nicotinonitrile hydrochloride